Cl.NC1CCN(CC1)C=1N=C(C2=C(N1)SC=C2)NC2=NNC(=C2)C 2-(4-Aminopiperidin-1-yl)-N-(5-methyl-1H-pyrazol-3-yl)thieno[2,3-d]pyrimidin-4-amine hydrochloride